CS(=O)(=O)[O-].CN1C(=[NH+]C=C1)C 1,2-dimethylimidazolium methanesulfonate